4-(2-methoxyprop-2-yl)-3-methylcyclohex-1-ene COC(C)(C)C1C(C=CCC1)C